NC1=NC=CC(=N1)C=1C2=C(C(=NC1)NCC=1C=C(C(=O)NC3CC4(C3)CCN(CC4)C4COC4)C=CC1)CCO2 3-(((7-(2-aminopyrimidin-4-yl)-2,3-dihydrofuro[3,2-c]pyridin-4-yl)amino)methyl)-N-(7-(oxetan-3-yl)-7-azaspiro[3.5]nonan-2-yl)benzamide